tert-butyl 4-[1-(2,6-dioxo-3-piperidyl)-3-methyl-2-oxo-benzimidazol-4-yl]butanoate O=C1NC(CCC1N1C(N(C2=C1C=CC=C2CCCC(=O)OC(C)(C)C)C)=O)=O